C(CCCCCCCCCCC)C[Si](OCC)(C)C dodecyl-trimethyl-(ethyl)oxysilane